BrC1=CC=C2C(=NC(=NC2=C1F)Cl)C1C=2N(CCCN1)N=C(C2Cl)C(=O)N(C)C (7-bromo-2-chloro-8-fluoroquinazolin-4-yl)-3-chloro-N,N-dimethyl-5,6,7,8-tetrahydro-4H-pyrazolo[1,5-a][1,4]diazepine-2-carboxamide